6-((5-bromopentyl)oxy)-4-(6-(6-((6-methoxypyridin-3-yl)methyl)-3,6-diazabicyclo[3.1.1]heptan-3-yl)pyridin-3-yl)pyrazolo[1,5-a]pyridine-3-carbonitrile BrCCCCCOC=1C=C(C=2N(C1)N=CC2C#N)C=2C=NC(=CC2)N2CC1N(C(C2)C1)CC=1C=NC(=CC1)OC